(S)-2-((2S,3R)-3-amino-2-hydroxy-4-phenylbutanamido)-N-(10-((4-(((R)-1-(3-bromophenyl)ethyl)amino)-6-methoxy-2-methylquinazolin-7-yl)oxy)decyl)-4-methylpentanamide N[C@@H]([C@@H](C(=O)N[C@H](C(=O)NCCCCCCCCCCOC1=C(C=C2C(=NC(=NC2=C1)C)N[C@H](C)C1=CC(=CC=C1)Br)OC)CC(C)C)O)CC1=CC=CC=C1